C(C1=CC=CC=C1)OC=1C(=C(C=CC1)O)C1(CC1)CO 3-Benzyloxy-2-[1-(hydroxymethyl)cyclopropyl]phenol